2-(4-nitrophenylsulfonyl)ethyl carbamate C(N)(OCCS(=O)(=O)C1=CC=C(C=C1)[N+](=O)[O-])=O